CC(C(=O)O)C.C(CC)(=O)OC methyl propionate (methylpropionate)